2-(5-(2,6-dimethylpyridin-4-yl)-4-isopropyl-1H-pyrazol-3-yl)-5-(1-(tetrahydro-2H-pyran-4-yl)piperidin-4-yl)thiazole CC1=NC(=CC(=C1)C1=C(C(=NN1)C=1SC(=CN1)C1CCN(CC1)C1CCOCC1)C(C)C)C